ClC=1C=CC=2N(C1)C(=CN2)C2=NC=CC(=N2)N2C[C@@H](C[C@@H](C2)C)N=S(=O)(C)C (((3R,5S)-1-(2-(6-chloroimidazo[1,2-a]pyridin-3-yl)pyrimidin-4-yl)-5-methylpiperidin-3-yl)imino)dimethyl-λ6-sulfanone